1-(hydroxyeicosapentaenoyl)-sn-glycerol OCCCCCCCCCC=CC=CC=CC=CC=CC(=O)OC[C@@H](O)CO